NC1=C(C(=CC(=C1)CCOC)Cl)N1C=NC(=C(C1=O)C(=O)OC)N(CC1=CC=C(C=C1)OC)CC1=CC=C(C=C1)OC methyl 1-(2-amino-6-chloro-4-(2-methoxyethyl)phenyl)-4-(bis(4-methoxybenzyl)amino)-6-oxo-1,6-dihydropyrimidine-5-carboxylate